[N+](#[C-])C=1C=CC(=NC1)C 5-Isocyano-2-methylpyridine